CN(C1CCCCCC1)C dimethyl-(cycloheptyl)amine